N1(CC=CC=C1)C=1NC=CC1 1H-pyridyl-Pyrrole